Cl.NC\C=C(\CN1N=NC2=C1C=CC=C2C=2C=C(C=CC2)S(=O)(=O)NC)/F (Z)-3-(1-(4-amino-2-fluorobut-2-en-1-yl)-1H-benzo[d][1,2,3]triazol-4-yl)-N-methylbenzenesulfonamide Hydrochloride